C(CCCCCCC(=O)OCC(COC(CCCCCCC(=O)OCC(CCCCCCCC)CCCCCC)=O)OC(CCCN(C)C)=O)(=O)OCC(CCCCCC)CCCC 1-(2-butyloctyl) 8-(2-((4-(dimethylamino) butyryl) oxy)-3-((8-((2-hexyldecyl) oxy)-8-oxooctanoyl) oxy) propyl) suberate